(2R)-2-(4-(2-(aminomethyl)-4-oxo-3,4-dihydroquinazolin-7-yl)-1-methyl-1H-pyrazol-5-yl)-4-chloro-3-fluoro-6-vinylbenzonitrile NCC1=NC2=CC(=CC=C2C(N1)=O)C=1C=NN(C1C1=C(C#N)C(=CC(=C1F)Cl)C=C)C